1-{5-iodo-2-[(3R)-3-methylmorpholin-4-yl]-7-[1-(oxan-2-yl)-1H-pyrazol-5-yl]imidazo[1,5-b]pyridazin-4-yl}cyclopentane-1-carbonitrile IC=1N=C(N2N=C(C=C(C21)C2(CCCC2)C#N)N2[C@@H](COCC2)C)C2=CC=NN2C2OCCCC2